Cl.N1(CCNCCC1)C=1C=2N(C=C(C1)C=1C=NN(C1)C)N=CC2C#N 4-(1,4-diazepan-1-yl)-6-(1-methyl-1H-pyrazol-4-yl)Pyrazolo[1,5-a]pyridine-3-carbonitrile hydrochloride